1-(8Z,11Z,14Z-eicosatrienoyl)-2-(9Z-tetradecenoyl)-glycero-3-phospho-(1'-sn-glycerol) CCCCC/C=C\C/C=C\C/C=C\CCCCCCC(=O)OC[C@H](COP(=O)(O)OC[C@H](CO)O)OC(=O)CCCCCCC/C=C\CCCC